1-cyclopenten-1-yl(trimethyl)silane C1(=CCCC1)[Si](C)(C)C